N1CC(C1)OC(=O)NC=1C=C(C=CC1)CS(=O)(=O)N1C(C[C@H](CC1)NC=1C=C(C=CC1)C1=C(C(=C(S1)C(=O)O)OCC(=O)O)Cl)(C)C 5-[3-[[(4S)-1-[[3-(azetidin-3-yloxycarbonylamino)phenyl]methylsulfonyl]-2,2-dimethyl-4-piperidyl]amino]phenyl]-3-(carboxymethoxy)-4-chloro-thiophene-2-carboxylic acid